ClC1=CC=C(C=C1)C1=NC2=CC=CC=C2C=N1 2-(p-chlorophenyl)quinazoline